C1(CC1)C=1SC(=CN1)C=1C=C(C=CC1)N(C(=O)[C@@H]1CC[C@H](CC1)OCCN(C)C)C[C@@H]1CC[C@H](CC1)C1=CC(=C(C=C1)OC)C trans-N-(3-(2-Cyclopropylthiazol-5-yl)phenyl)-4-(2-(dimethylamino)ethoxy)-N-((trans-4-(4-methoxy-3-methylphenyl)cyclohexyl)methyl)cyclohexanecarboxamide